(3-(1-(4-(2-cyanopropan-2-yl)phenethyl)piperidin-4-yl)-1H-pyrrolo[2,3-c]pyridin-1-yl)-5-fluoro-N-isopropyl-N-methylbenzamide C(#N)C(C)(C)C1=CC=C(CCN2CCC(CC2)C2=CN(C3=CN=CC=C32)C3=C(C(=O)N(C)C(C)C)C=C(C=C3)F)C=C1